COC1=C(C=CC(=C1)C1=CC=NN1C)NC1=NC(=C2C(N1)=NC=C2C#N)NC 2-((2-methoxy-4-(1-methyl-1H-pyrazol-5-yl)phenyl)amino)-4-(methylamino)-1H-pyrrolo[2,3-d]pyrimidine-5-carbonitrile